FC(C(=O)O)(F)F.FC(C(=O)O)(F)F.N1CCC(=CC1)C1=CC(=C(C=C1)C=1OC(=NN1)C1=CC=C(C=C1)C=1CCNCC1)C(F)(F)F 2-(4-(1,2,3,6-tetrahydropyridin-4-yl)-2-(trifluoromethyl)phenyl)-5-(4-(1,2,3,6-tetrahydropyridin-4-yl)phenyl)-1,3,4-oxadiazole bistrifluoroacetic acid salt